N-[3-bromo-4-(4-propylpiperazine-1-carbonyl)phenyl]Cyclopropanecarboxamide BrC=1C=C(C=CC1C(=O)N1CCN(CC1)CCC)NC(=O)C1CC1